1-{2,7-diazaspiro[4.4]nonan-2-yl}-2-{[5-(trifluoromethyl)-1,2-benzoxazol-3-yl]amino}ethan-1-one C1N(CCC12CNCC2)C(CNC2=NOC1=C2C=C(C=C1)C(F)(F)F)=O